ClC=1C=C2C(C(=CN(C2=CC1F)C=1C=NC(=CC1)Cl)C(=O)OCC)=O ethyl 6-chloro-1-(6-chloropyridin-3-yl)-7-fluoro-4-oxoquinoline-3-carboxylate